(S)-2-(4-methyl-7-oxo-1-phenyl-1,7-dihydro-6H-pyrazolo[3,4-d]pyridazin-6-yl)-N-(1-(4-(trifluoromethoxy)phenyl)ethyl)acetamide CC=1C2=C(C(N(N1)CC(=O)N[C@@H](C)C1=CC=C(C=C1)OC(F)(F)F)=O)N(N=C2)C2=CC=CC=C2